3-(5-amino-6-((1-(1-methylpiperidin-4-yl)-1H-pyrazol-4-yl)oxy)pyrazin-2-yl)-N,5-dimethylbenzenesulfonamide NC=1N=CC(=NC1OC=1C=NN(C1)C1CCN(CC1)C)C=1C=C(C=C(C1)C)S(=O)(=O)NC